NC=1C(=NN(C1C=C)CC1=C(C=CC=C1)F)C(=O)NC1[C@H]2COC[C@@H]12 4-Amino-N-((1R,5S,6r)-3-oxabicyclo[3.1.0]hexan-6-yl)-1-(2-fluorobenzyl)-5-vinyl-1H-pyrazole-3-carboxamide